(S)-6-fluoro-7-(6-fluoropyridin-3-yl)-2,10-Dimethyl-9,10-dihydro-8-oxa-2,4,10a-triazanaphtho[2,1,8-cde]azulene-1(2H)-one FC=1C=C2N=CC=3N(C(N4[C@H](COC(=C2C34)C1C=1C=NC(=CC1)F)C)=O)C